2-methylpropan-2-yl aminomethanoate NC(=O)OC(C)(C)C